NC=1C(=C(C=C2C=C(N=CC12)NC1=NN2CC(N(CCC2=C1)C(C)C)=O)C1=CN=CC2=C1OCCN2)F 2-((8-amino-6-(3,4-dihydro-2H-pyrido[4,3-b][1,4]oxazin-8-yl)-7-fluoroisoquinolin-3-yl)amino)-6-isopropyl-5,6-dihydro-4H-pyrazolo[1,5-d][1,4]diazepin-7(8H)-one